CCC(C(C)(C)C)([N-]C(C)C)CC.[Ti+4].CCC(C(C)(C)C)(CC)[N-]C(C)C.CCC(C(C)(C)C)(CC)[N-]C(C)C.CCC(C(C)(C)C)(CC)[N-]C(C)C titanium tetra(methyl)ethyl-diisopropylamide